CN(C1=NC(N(C2=CC(=CC=C12)C(F)(F)F)C1=CC(=CS1)C(=O)OC)=O)C methyl 5-(4-(dimethylamino)-2-oxo-7-(trifluoromethyl)quinazolin-1(2H)-yl)thiophene-3-carboxylate